2,2-dimethyl-6-ethyl-3,5-decandion CC(C)(C(CC(C(CCCC)CC)=O)=O)C